tert-butyl 2-(5-(trifluoromethyl)-1,3,4-thiadiazol-2-yl)-2,6-diazaspiro[3.4]octane-6-carboxylate FC(C1=NN=C(S1)N1CC2(C1)CN(CC2)C(=O)OC(C)(C)C)(F)F